C(CCC(=O)O)(=O)O.C(C1CO1)OCC=C allyl glycidyl ether succinate